S1C=NC2=C1C=CC(=C2)CNC(=O)N2CCN(CC2)C=2C=NN1C2C=CC(=C1)C=1C=NN(C1)C N-(benzo[d]thiazol-5-ylmethyl)-4-(6-(1-methyl-1H-pyrazol-4-yl)pyrazolo[1,5-a]pyridin-3-yl)piperazine-1-carboxamide